OCC(COCC(COCC=1N=NN(C1)CCCCCC(=O)O)COCC(CO)CO)CO 6-(4-((3-(3-hydroxy-2-(hydroxymethyl)propoxy)-2-((3-hydroxy-2-(hydroxymethyl)propoxy)methyl)propoxy)methyl)-1H-1,2,3-triazol-1-yl)hexanoic acid